C(C)(C)(C)OC(=O)N[C@H](C(=O)OCC1=CC=CC=C1)CC1=NC(=NO1)C1=CC(=CC=C1)OC1=NC=C(C=C1)I benzyl (S)-2-((tert-butoxycarbonyl)amino)-3-(3-(3-((5-iodopyridin-2-yl)oxy)phenyl)-1,2,4-oxadiazol-5-yl)propanoate